FC(S(=O)(=O)OC=1C=C2C[C@H](N([C@@H](C2=CC1)C1=C(C=C(C=C1F)OCCNC(=O)OC(C)(C)C)F)CC(C)(C)F)C)(F)F (1S,3R)-1-(4-(2-((tert-butoxycarbonyl) amino) ethoxy)-2,6-difluorophenyl)-2-(2-fluoro-2-methylpropyl)-3-methyl-1,2,3,4-tetrahydroisoquinolin-6-yl trifluoromethanesulfonate